2,2-Dimethyl-3-(2-methyl-1-propenyl)-cyclopropanecarboxylic acid CC1(C(C1C=C(C)C)C(=O)O)C